tri(phenylsiloxy)phosphine C1(=CC=CC=C1)[SiH2]OP(O[SiH2]C1=CC=CC=C1)O[SiH2]C1=CC=CC=C1